C(C)(C)(C)N(C(O)=O)CCN1C2=CC=C(C=C2C=2C=C(C=CC12)Cl)C1=CC(=C(C=C1)Cl)Cl.CC(=C)C1=C(C(=C(C(=C1O[SiH3])O[SiH3])O[SiH3])O[SiH3])O[SiH3] monomethylpentasiloxystyrene tert-Butyl-2-(3-chloro-6-(3,4-dichlorophenyl)-9H-carbazol-9-yl)ethylcarbamate